P(OCCCCCCCCC=CCCCCCCCC)(OCCCCCCCCC=CCCCCCCCC)=O di-9-octadecen-1-yl phosphonate